2-(5-bromo-3-oxo-2,3-dihydro-1H-inden-1-ylidene)malononitrile BrC=1C=C2C(CC(C2=CC1)=C(C#N)C#N)=O